O1N=C(C2=C1C=CC=C2)C2=C(C=CC=C2)[C@H](CC2=NC(=CC=C2C)CC)N (S)-1-[2-(Benzo[d]isoxazol-3-yl)phenyl]-2-(6-ethyl-3-methylpyridine-2-yl)ethan-1-amine